C(C)OC(=O)C=1N=CSC1C1CCN(CC1)NS(=O)(=O)CC1=CC=CC=C1 5-(1-Phenylmethanesulfonamidopiperidin-4-yl)-1,3-thiazole-4-carboxylic acid ethyl ester